FC(C(C(C(F)(F)F)(F)F)(F)F)(S(=O)(=O)O)F.OCC1=C(C=CC=C1)C(=O)C(O)C1=CC=CC=C1 hydroxymethylbenzoin perfluoron-butanesulfonate